2-{[2-(trimethylsilyl)ethoxy]methyl}-2H,4H,5H-pyrazolo[4,3-c]pyridin-4-one C[Si](CCOCN1N=C2C(C(NC=C2)=O)=C1)(C)C